S1C(C=CC1=O)=O Thiophen-2,5-dion